N-methylpyridine-2-carbohydrazide CN(N)C(=O)C1=NC=CC=C1